C(C)(C)(C)OC(=O)N[C@@H](C(=O)O)C(C)C (2R)-2-[(tert-butoxycarbonyl)amino]-3-methylbutanoic acid